1-(3-(difluoromethoxy)phenyl)-3,3-dimethyl-N-(5-methyl-1,1-dioxidotetrahydrothiophen-3-yl)-2-oxoindoline-5-carboxamide FC(OC=1C=C(C=CC1)N1C(C(C2=CC(=CC=C12)C(=O)NC1CS(C(C1)C)(=O)=O)(C)C)=O)F